benzyl (S)-1-((3,5-bis(trifluoromethyl)phenyl) carbamoyl)-6-azaspiro[2.5]octane-6-carboxylate FC(C=1C=C(C=C(C1)C(F)(F)F)NC(=O)[C@H]1CC12CCN(CC2)C(=O)OCC2=CC=CC=C2)(F)F